2-propanyl 4-[(3S,5aR,6R,7S,8aS)-6-[(1E,3R)-4-(2,5-difluorophenoxy)-3-(tetrahydro-2H-pyran-2-yloxy)-1-buten-1-yl]-7-hydroxyoctahydro-2H-cyclopenta[b]oxepin-3-yl]butanoate FC1=C(OC[C@@H](/C=C/[C@H]2[C@H](C[C@@H]3OC[C@H](CC[C@@H]32)CCCC(=O)OC(C)C)O)OC3OCCCC3)C=C(C=C1)F